di(p-fluorophenyl)phosphine chloride [Cl-].FC1=CC=C(C=C1)PC1=CC=C(C=C1)F